3-isopropylpentan-2,4-dione C(C)(C)C(C(C)=O)C(C)=O